2-(4-(trifluoromethyl)-3,4-dihydro-2H-pyrrolo[3',2':5,6]Pyrido[2,3-b][1,4]Oxazepin-1(7H)-yl)benzoylAmine FC(C1CCN(C2=C(O1)N=C1C(=C2)C=CN1)C1=C(C(=O)N)C=CC=C1)(F)F